NC=1C2=C(N=C(N1)NC1CCN(CC1)C)N=CC(=C2)CO {4-amino-2-[(1-methylpiperidin-4-yl)amino]pyrido[2,3-d]pyrimidin-6-yl}methanol